C(C1CO1)OCCC[Si](OCC)(OCC)OCC 3-Glycidyloxypropyltriethoxysilan